[Ca].BrC(C(=O)O)CCCCCC\C=C/CCCCCCCC bromooleic acid calcium